FC(C1=C(C(=CC(=C1)C(F)(F)F)OCC)N1N=C2N=C(NC(C2=C1)=O)OCC)F 2-[2-(difluoromethyl)-6-ethoxy-4-(trifluoromethyl)phenyl]-6-ethoxy-2,5-dihydro-4H-pyrazolo[3,4-d]pyrimidin-4-one